O=C1NC(CCC1N1N=CC2=CC=C(C=C2C1=O)NCCOCCOCCOC=1C=C(C=CC1)NC(OC(C)(C)C)=O)=O tert-butyl (3-(2-(2-(2-((3-(2,6-dioxopiperidin-3-yl)-4-oxo-3,4-dihydrophthalazin-6-yl)amino)ethoxy)ethoxy)ethoxy)phenyl)carbamate